7-(3-((tert-butyldimethylsilyl)oxy)cyclobutyl)-1-methyl-1H-benzo[d]imidazole [Si](C)(C)(C(C)(C)C)OC1CC(C1)C1=CC=CC2=C1N(C=N2)C